C(#N)C=1C=C(C=CC1)C(N1C(NC(CC1=O)(C)C)=[NH2+])[C@H]1[C@@H](C1)C(NC1CC(OC2=CC=C(C=C12)F)(C)C)=O [1-[(3-cyanophenyl)-[(1R,2R)-2-[(6-fluoro-2,2-dimethyl-chroman-4-yl)carbamoyl]cyclopropyl]methyl]-4,4-dimethyl-6-oxo-hexahydropyrimidin-2-ylidene]ammonium